4-(triisopropylsilylethynyl)benzene C(C)(C)[Si](C(C)C)(C(C)C)C#CC1=CC=CC=C1